C(C=C)OC(=O)N1CC2(CC1)OCCCC2 allyl-6-oxa-2-azaspiro[4.5]decane-2-carboxylate